N1(CC=CC1)CC1COC2(OC1)C[C@@H](N(CC2)C(=O)[C@H](CC(C)C)N2C([C@@H](NCC2)CC(C)C)=O)C (S)-1-[(S)-1-({(S)-3-[(2,5-Dihydro-1H-pyrrol-1-yl)methyl]-8-methyl-1,5-dioxa-9-aza-9-spiro[5.5]undecyl}carbonyl)-3-methylbutyl]-3-isobutyl-2-piperazinone